NC=1N=NC(=CC1C=1C=NN(C1)C(C)C1=CC=C(C=C1)CCCOCC(=O)OC(C)(C)C)C1=C(C=CC=C1)OCOC tert-butyl 2-(3-[4-[1-(4-[3-amino-6-[2-(methoxymethoxy)phenyl]pyridazin-4-yl]-1H-pyrazol-1-yl)ethyl]phenyl]propoxy)acetate